CC(=CC)CCCC 3-methyl-2-heptene